FC1=CC=C(C=C1)C1=C(N(C=N1)C(C)C)C=1NC=C(N1)C(=O)O 5'-(4-fluorophenyl)-3'-isopropyl-1H,3'H-[2,4'-biimidazole]-4-carboxylic acid